N1CCCC2=CC=C(C=C12)C1=CC=CC(=N1)C(=O)[O-] 6-(1,2,3,4-tetrahydroquinolin-7-yl)pyridine-2-carboxylate